1-(5-Ethyl-3-methoxypyridin-2-yl)piperazine C(C)C=1C=C(C(=NC1)N1CCNCC1)OC